C(C1=CC=CC=C1)OC1=NC(=NC=C1)C(C)(C)OC 4-(benzyloxy)-2-(2-methoxypropan-2-yl)pyrimidine